BrCC1=C(SC=C1)C(=O)OC methyl 3-(bromomethyl)-2-thiophenecarboxylate